3,5-dichlorohydroxybenzenesulfonic acid sodium salt [Na+].ClC=1C(=C(C=C(C1)Cl)S(=O)(=O)[O-])O